FC=1C=C(N2N=C(N=CC21)N[C@H]2[C@@H](COCC2)O)C2=NC=C(C=C2)C (3S,4R)-4-((5-fluoro-7-(5-methylpyridin-2-yl)pyrrolo[2,1-f][1,2,4]triazin-2-yl)amino)tetrahydro-2H-pyran-3-ol